NCCCN(C(C1=C(C(=CC=C1)Cl)F)=O)[C@H](CC#C)C1=NC2=CC(=CC=C2C(N1NC1=CC=CC=C1)=O)Cl N-(3-aminopropyl)-N-[(1R)-1-(3-anilino-7-chloro-4-oxoquinazolin-2-yl)but-3-ynyl]-3-chloro-2-fluorobenzamide